CC=1N=C(C2=C(N1)SC1=C2CCCC1)C1CCN(CC1)CC=1C=C2CN(C(C2=CC1)=O)N1C(NC(CC1)=O)=O 1-(5-((4-(2-methyl-5,6,7,8-tetrahydrobenzo[4,5]thieno[2,3-d]pyrimidin-4-yl)piperidin-1-yl)methyl)-1-oxoisoindolin-2-yl)dihydropyrimidine-2,4(1H,3H)-dione